(5'S)-3-{[4-(5-ethyl-1,3,4-oxadiazol-2-yl)phenyl]methoxy}-5'-(pyrazin-2-yl)tetrahydro-3'H-spiro[cyclobutane-1,2'-pyrrolo[2,1-b][1,3]oxazol]-3'-one C(C)C1=NN=C(O1)C1=CC=C(C=C1)COC1CC2(C(N3C(O2)CC[C@H]3C3=NC=CN=C3)=O)C1